C(C)OC([C@@H](NC1=CC=C(C=C1)S(=O)(=O)C)CO)=O (+)-p-methylsulfonylphenylserine ethyl ester